OC=1C=C(C=CC1O)C1OC=2C=C(C=C(C2C[C@H]1O)O)O (3R)-2-(3,4-dihydroxyphenyl)chromane-3,5,7-triol